ethyl 1-((3,3-difluoro-1-methylcyclobutyl)methyl)-3-(2,2-difluorobicyclo[1.1.1]pentan-1-yl)-4-iodo-1H-pyrazole-5-carboxylate FC1(CC(C1)(C)CN1N=C(C(=C1C(=O)OCC)I)C12C(C(C1)C2)(F)F)F